NC=1C=2N(C(=CN1)C)C(=NC2C2=C(C(=C(C=C2)NC(C(O)C2=CC(=CC(=C2)F)F)=O)F)F)C([2H])([2H])[2H] N-[4-[8-amino-5-methyl-3-(trideuteriomethyl)imidazo[1,5-a]pyrazin-1-yl]-2,3-difluoro-phenyl]-2-(3,5-difluorophenyl)-2-hydroxy-acetamide